FC=1C(=NC(=NC1)N1CCC(CC1)C(=O)N1OCC[C@H]1C=1C=NC(=C(C1)F)C)N1C(OCC1)=O 3-[5-fluoro-2-[4-[(3S)-3-(5-fluoro-6-methylpyridin-3-yl)-1,2-oxazolidine-2-carbonyl]piperidin-1-yl]pyrimidin-4-yl]-1,3-oxazolidin-2-one